CC1=CC[C@H]2[C@@H](C1)C2(C)C The molecule is a car-3-ene (3,7,7-trimethylbicyclo[4.1.0]hept-3-ene) that has R configuration at position 1 and S configuration at position 6. It is an enantiomer of a (+)-car-3-ene.